(S)-2-(2,5-difluoro-4-(6-((1-methyl-1H-indazol-6-yl)methoxy)pyridin-2-yl)benzyl)-1-(oxetan-2-ylmethyl)-1H-benzo[d]imidazole-6-carboxylic acid FC1=C(CC2=NC3=C(N2C[C@H]2OCC2)C=C(C=C3)C(=O)O)C=C(C(=C1)C1=NC(=CC=C1)OCC1=CC=C3C=NN(C3=C1)C)F